1-[1-(cyanomethyl)-4-(tetrahydropyran-4-ylamino)cyclohexyl]-3-(cyclopropanecarbonylamino)pyrazole-4-carboxamide C(#N)CC1(CCC(CC1)NC1CCOCC1)N1N=C(C(=C1)C(=O)N)NC(=O)C1CC1